1,1,2-trimethylcyclopentane CC1(C(CCC1)C)C